COC1=CC=C(C=C1)CN1C(C=2N(C(C1)C(F)(F)F)N=C(C2)N2[C@@H](COCC2)C)=O 5-[(4-methoxyphenyl)methyl]-2-[(3R)-3-methylmorpholin-4-yl]-7-(trifluoromethyl)-6,7-dihydropyrazolo[1,5-a]pyrazin-4-one